C1(CC1)N1N=C(C=C1)C1=C2CNC(C2=CC(=C1)C1=C(C=C(C=C1)F)F)=O 4-(1-cyclopropyl-1H-pyrazol-3-yl)-6-(2,4-difluorophenyl)isoindolin-1-one